ClC1=NC=NC2=C3C(=CC=C12)C(=C(O3)C)C 4-chloro-7,8-dimethylfuro[3,2-h]quinazoline